methyl-3-bromopropanolate CC(CCBr)[O-]